[B].[W].[Ni].ClC1=C(OC2=NC=CC=C2C(=O)N)C=CC(=C1)CC(=O)NC=1SC(=C(N1)C=1C=NN(C1)C)C 2-(2-chloro-4-(2-((5-methyl-4-(1-methyl-1H-pyrazol-4-yl)thiazol-2-yl)amino)-2-oxoethyl)phenoxy)pyridine-3-carboxamide nickel-tungsten-boron